cyclobutan-1-ol formate C(=O)OC1CCC1